C(C)(C)(C)OC(=O)N[C@@H](COC=1C=NC2=CC=CC=C2C1C(=O)O)CC1=CC=CC=C1 (R)-3-(2-((tert-Butoxycarbonyl)amino)-3-phenylpropoxy)quinoline-4-carboxylic acid